OC1=C(C=CC=C1)C(\C=C\C1=CC(=C(C=C1)OC)C(C)C)=O (E)-1-(2-Hydroxyphenyl)-3-(4-methoxy-3-propan-2-ylphenyl)prop-2-en-1-one